C1(CCCCC1)C(C(=O)NC1CCCCC1)N1C(=NC2=C1C=CC=C2)C2=C(C=C(C(=C2)F)F)F 2,N-dicyclohexyl-2-[2-(2,4,5-trifluoro-phenyl)-benzimidazol-1-yl]-acetamide